2-(4-(Dimethylamino)cyclohexyl)-2,9-dimethyl-7-((6-methyl-4-(methylsulfanyl)-2-oxo-1,2-dihydropyridin-3-yl)methyl)-2,3,6,7-tetrahydrofurano[3,2-g]isoquinolin-8(5H)-one CN(C1CCC(CC1)C1(CC=2C=C3CCN(C(C3=C(C2O1)C)=O)CC=1C(NC(=CC1SC)C)=O)C)C